[Si](C)(C)(C(C)(C)C)O[C@H]1CC(O[C@@H]1CO[Si](C)(C)C(C)(C)C)=O (4S,5R)-4-[(tert-butyldimethylsilyl)oxy]-5-{[(tert-butyldimethylsilyl)oxy]methyl}oxolan-2-one